7-bromo-5-methyl-1-tosyl-1H-indole-2-carbonitrile BrC=1C=C(C=C2C=C(N(C12)S(=O)(=O)C1=CC=C(C)C=C1)C#N)C